Tert-butyl N-(2-hydroxyethyl)-N-methylcarbamate OCCN(C(OC(C)(C)C)=O)C